tert-butyl 2-[2-chloro-4-(4-chlorophenyl)-5-[2-(difluoromethyl)pyridin-4-yl]-1H-imidazol-1-yl]acetate ClC=1N(C(=C(N1)C1=CC=C(C=C1)Cl)C1=CC(=NC=C1)C(F)F)CC(=O)OC(C)(C)C